SC(CCC(C(=O)N)C(C)=O)S.[Na] sodium dimercaptopropyl-acetylacetamide